FCCN1CCC(CC1)C(=O)NC=1N=CC2=CC=C(C=C2C1)C=1SC(=NN1)C 1-(2-fluoroethyl)-N-(6-(5-methyl-1,3,4-thiadiazol-2-yl)isoquinolin-3-yl)piperidine-4-carboxamide